1-(4,6-dimethoxypyrimidine-2-yl)-3-methanesulfonyl-(methyl)sulfonylurea COC1=NC(=NC(=C1)OC)N(C(=O)NS(=O)(=O)C)S(=O)(=O)C